OC(CNC(C=CC=CC=CC=CC=CCCC)=O)(C)C 12E-tetradeca-pentaenoic acid-N-(2-hydroxy-2-methylpropyl)amide